N-Lauryldiethanolamine CCCCCCCCCCCCN(CCO)CCO